trifluoromethyl-pyrazin-2-amine FC(F)(F)C=1C(=NC=CN1)N